N-(8-methoxy-4-methyl-2-oxo-1H-quinolin-6-yl)-2-morpholino-5,7-dihydrofuro[3,4-b]pyridine-3-carboxamide COC=1C=C(C=C2C(=CC(NC12)=O)C)NC(=O)C=1C=C2C(=NC1N1CCOCC1)COC2